C(CCCCC)C(C(=O)OCC(C)C)C(C(=O)OCC(C)C)CCCCCC diisobutyl 2,3-dihexylsuccinate